benzyl (3-nitro-5,6,7,8-tetrahydroquinolin-5-yl)carbamate [N+](=O)([O-])C=1C=NC=2CCCC(C2C1)NC(OCC1=CC=CC=C1)=O